2-(4-((5,5-dimethyl-2-oxo-3-(4-(trifluoromethyl)phenyl)imidazolin-1-yl)methyl)-2,6-dimethylphenoxy)-2-methylpropanoic acid ethyl ester C(C)OC(C(C)(C)OC1=C(C=C(C=C1C)CN1C(N(CC1(C)C)C1=CC=C(C=C1)C(F)(F)F)=O)C)=O